BrC=1C(=C(C(=CC1F)F)B(O)O)Cl (3-bromo-2-chloro-4,6-difluorophenyl)boronic acid